(R)-2-(3,3-dimethyl-4-(1-methyl-6-oxo-1,6-dihydropyridine-3-carbonyl)piperazin-1-yl)-N-(5-(4-fluorophenoxy)pyridin-2-yl)propanamide CC1(CN(CCN1C(=O)C1=CN(C(C=C1)=O)C)[C@@H](C(=O)NC1=NC=C(C=C1)OC1=CC=C(C=C1)F)C)C